2-chloro-N-(1-cyanocyclopropyl)-5-[1-[2,6-dimethyl-4-[1,2,2,2-tetrafluoro-1-(trifluoromethyl)ethyl]phenyl]pyrazol-4-yl]thiophene-3-carboxamide ClC=1SC(=CC1C(=O)NC1(CC1)C#N)C=1C=NN(C1)C1=C(C=C(C=C1C)C(C(F)(F)F)(C(F)(F)F)F)C